C[C@H]1[C@@H]([C@H]([C@H]([C@@H](O1)OC2=C(OC3=CC(=CC(=C3C2=O)O)O)C4=CC(=C(C=C4)O)O)O[C@H]5[C@@H]([C@H]([C@@H]([C@H](O5)COC(=O)/C=C/C6=CC(=C(C=C6)O)O)O)O)O)O)O The molecule is a quercetin O-glycoside that is quercetin substituted by a alpha-6'''-caffeoylglucosyl-beta-1,2-rhamnosyl residue at position 3 via glycosidic linkage. Isolated from Sedum sarmentosum, it exhibits inhibitory activity against angiotensin-converting enzyme. It has a role as a metabolite and an EC 3.4.15.1 (peptidyl-dipeptidase A) inhibitor. It is a disaccharide derivative, a cinnamate ester and a quercetin O-glycoside. It derives from a trans-caffeic acid.